OC1=CC=2C3=CC(=C(C=C3C3=CC(=C(C=C3C2C=C1O)O)O)O)O 2,3,6,7,10,11-hexahydroxyltriphenylene